(S)-6-benzyL-2-(tert-butoxycarbonyl)-2,6-diazaspiro[3.4]octane-8-carboxylic acid C(C1=CC=CC=C1)N1CC2(CN(C2)C(=O)OC(C)(C)C)[C@@H](C1)C(=O)O